NCCCC(CO)CO 2-(3-Aminopropyl)-1,3-Propanediol